8-Chloro-5-(4-methylpiperazin-1-yl)-2,3-dihydro-1,4-benzodioxine ClC1=CC=C(C2=C1OCCO2)N2CCN(CC2)C